CN(C1=NC=2N(C3=CC=CC=C13)C=NN2)C=2SC=CC2 N-methyl-N-(thiophen-2-yl)-[1,2,4]triazolo[4,3-a]quinazolin-5-amine